ClCC(=O)NC1=C(C=CC2=CC=C(C=C12)C=1C=NC=CC1)OC 2-chloro-N-[2-methoxy-7-(pyridin-3-yl)naphthalen-1-yl]acetamide